FC(=CC1CN(C1)C(C)=O)F 1-[3-(2,2-difluorovinyl)azetidin-1-yl]ethanone